ClC=1C(=NC=CC1C1=C(C(=CC=C1)NC1=NC=CC(=C1F)CNC1CCN(CC1)C(C(C)C)=O)Cl)C1=CC(=C(CNC[C@@H]2CCC(N2)=O)C=C1)OC (S)-5-(((4-(3-chloro-4-(2-chloro-3-((3-fluoro-4-(((1-isobutyrylpiperidin-4-yl)amino)methyl)pyridin-2-yl)amino)phenyl)pyridin-2-yl)-2-methoxybenzyl)amino)methyl)pyrrolidin-2-one